3-methyl-5-phenyladamantane-1-carboxylic acid CC12CC3(CC(CC(C1)(C3)C3=CC=CC=C3)C2)C(=O)O